ClC1=CC=C(C=C1)C1(C2=CC=CC=C2N2C1=NC1=CC(=CC=C1C2=O)F)C 6-(4-chlorophenyl)-3-fluoro-6-methylindolo[2,1-b]quinazolin-12(6H)-one